4-methyl-1-(6-(pyrazolo[1,5-a]pyridin-4-ylthio)pyrido[2,3-b]pyrazin-2-yl)piperidin-4-amine CC1(CCN(CC1)C=1N=C2C(=NC1)N=C(C=C2)SC=2C=1N(C=CC2)N=CC1)N